FC(OC1=CC=C(C=C1)C1=CN=C2N1C=CN=C2NC2=CC(=C(C(=O)N1CCC(CC1)C(=O)N(C)CCO)C=C2)C)F 1-[4-[[3-[4-(difluoromethoxy)phenyl]imidazo[1,2-a]pyrazin-8-yl]amino]-2-methylbenzoyl]-N-(2-hydroxyethyl)-N-methylpiperidine-4-carboxamide